FC1=C(C=CC(=C1)I)NC1=C(C=2C(=NC=CC2)S1)C(=O)O 2-((2-fluoro-4-iodophenyl)amino)thieno[2,3-b]Pyridine-3-carboxylic acid